[N+](#[C-])CCC1=CN(C2=CC=CC=C12)C(=O)OC(C)(C)C 3-(2-isocyanoethyl)-1-Boc-indole